O1C(CCCC1)CCO 2-(tetrahydro-2H-pyran-2-yl)ethanol